N6',N10'-bis(biphenyl-4-yl)-N6',N10'-bis{4-(tert-butyl)phenyl}-5'-methyl-5'H-spiro(fluorene-9,8'-indeno[2,1-c]carbazole)-6',10'-diamine C1(=CC=C(C=C1)N(C1=CC2=C(C=3C4=CC=CC=C4N(C13)C)C1=CC=C(C=C1C21C2=CC=CC=C2C=2C=CC=CC21)N(C2=CC=C(C=C2)C(C)(C)C)C2=CC=C(C=C2)C2=CC=CC=C2)C2=CC=C(C=C2)C(C)(C)C)C2=CC=CC=C2